FC=1C=C(C#N)C=C(C1)NC1=C2C=NNC2=C(C=C1)S(=O)(=O)C(F)(F)F 3-fluoro-5-[(7-trifluoromethanesulfonyl-1H-indazol-4-yl)amino]benzonitrile